Arsenic-iron [Fe].[As]